(2S,3S)-methyl 1-(7,8-dichloro-4-(1H-imidazol-1-yl)quinolin-2-yl)-3-methoxypyrrolidine-2-carboxylate ClC1=CC=C2C(=CC(=NC2=C1Cl)N1[C@@H]([C@H](CC1)OC)C(=O)OC)N1C=NC=C1